CC1=NC=NC(=C1C1=CC2=C(N=C(S2)NC(=O)C2C(C2)F)C=C1)C N-(6-(4,6-dimethylpyrimidin-5-yl)benzo[d]thiazol-2-yl)-2-fluorocyclopropane-1-carboxamide